O=C1NC(CCC1N1C(C2=CC=C(C=C2C1=O)N1CCN(CC1)CC(=O)N1CCC(CC1)OC=1C=C(C=CC1)NC([C@H](C)C1CCC(CC1)C1=CC=NC2=CC=C(C=C12)F)=O)=O)=O (2R)-N-(3-((1-(2-(4-(2-(2,6-dioxopiperidin-3-yl)-1,3-dioxoisoindolin-5-yl)piperazin-1-yl)acetyl)piperidin-4-yl)oxy)phenyl)-2-((1s,4S)-4-(6-fluoroquinolin-4-yl)cyclohexyl)propanamide